C1(=CC=CC=2C3=CC=CC=C3NC12)C1=CC=C(C=C1)N(C1=CC=C(C=C1)Cl)C1=CC=C(C=C1)Cl N-(4-(9H-carbazolyl)phenyl)-4-chloro-N-(4-chlorophenyl)aniline